(3R)-N-[4-(3-Cyanophenyl)-5-[2-(hydroxymethyl)-6-methyl-4-pyridyl]thiazol-2-yl]-3-(1-hydroxy-1-methyl-ethyl)pyrrolidin-1-carboxamid C(#N)C=1C=C(C=CC1)C=1N=C(SC1C1=CC(=NC(=C1)C)CO)NC(=O)N1C[C@@H](CC1)C(C)(C)O